(Z)-N-benzyl-3-(4-tert-butylphenyl)acrylamide C(C1=CC=CC=C1)NC(\C=C/C1=CC=C(C=C1)C(C)(C)C)=O